2-(4-bromobenzoyl)-1,2,3,4-tetrahydroisoquinoline-6-carboxylic acid methyl ester COC(=O)C=1C=C2CCN(CC2=CC1)C(C1=CC=C(C=C1)Br)=O